thulium oxide, thulium salt [Tm+3].[O-2].[Tm+3].[O-2].[O-2]